BrCCC#N 3-Bromopropanenitrile